N-Boc-1-(hydroxymethyl)-cyclopropylamine C(=O)(OC(C)(C)C)NC1(CC1)CO